6-((2-bromo-6-chloro-1-(1-propyl-1H-pyrazol-4-yl)-1H-indol-3-yl)thio)picolinic acid BrC=1N(C2=CC(=CC=C2C1SC1=CC=CC(=N1)C(=O)O)Cl)C=1C=NN(C1)CCC